5-[4-(4-methylstyryl)phenyl]-1,2,3-triazole-4-carbonitrile CC1=CC=C(C=CC2=CC=C(C=C2)C2=C(N=NN2)C#N)C=C1